FS(=O)(=O)N=C=O fluorosulfonic isocyanate